ClC(=O)OC(CC)(C)CC 1-ethyl-1-methylpropyl chloroformate